Ethyl 2-((2-nitro-4-(4-phenylpiperazine-1-carbonyl)phenyl)sulfinyl)acetate [N+](=O)([O-])C1=C(C=CC(=C1)C(=O)N1CCN(CC1)C1=CC=CC=C1)S(=O)CC(=O)OCC